(1S,3S)-3-((6-(5-(((N-butyl-N-methylsulfamoyl)amino)methyl)-1-methyl-1H-1,2,3-triazol-4-yl)-2-methylpyridin-3-yl)oxy)cyclohexane-1-carboxylic acid C(CCC)N(S(=O)(=O)NCC1=C(N=NN1C)C1=CC=C(C(=N1)C)O[C@@H]1C[C@H](CCC1)C(=O)O)C